FC1=C(C(=CC(=C1F)F)[N+](=O)[O-])O 2,3,4-trifluoro-6-nitrophenol